ClC=1C(=NC(=NC1)NC1=C(C=C(C=C1)N1CCC(CC1)N1CCN(CC1)CC=1C=C2CN(C(C2=CC1)=O)C1C(NC(CC1)=O)=O)OC)NC1=C(C=CC=C1)P(=O)(C)C 3-(5-((4-(1-(4-((5-chloro-4-((2-(dimethylphosphoryl)phenyl)amino)pyrimidin-2-yl)amino)-3-methoxyphenyl)piperidin-4-yl)piperazin-1-yl)methyl)-1-oxoisoindolin-2-yl)piperidine-2,6-dione